9-(benzyloxy)-3-(tert-butoxy)-10-methoxy-1,3,4,6,7,11B-hexahydro-2H-pyrido[2,1-a]isoquinol-2-one C(C1=CC=CC=C1)OC=1C=C2CCN3C(C2=CC1OC)CC(C(C3)OC(C)(C)C)=O